1-(4-(4-AMINO-7-CYCLOPROPYL-7H-PYRROLO[2,3-D]PYRIMIDIN-5-YL)-2-CHLOROPHENYL)-3-(3-(1-(TRIFLUOROMETHYL)CYCLOPROPYL)ISOXAZOL-5-YL)UREA NC=1C2=C(N=CN1)N(C=C2C2=CC(=C(C=C2)NC(=O)NC2=CC(=NO2)C2(CC2)C(F)(F)F)Cl)C2CC2